C(COCCOCCOCC(=O)O)C(=O)O 3,6,9-trioxadecane-1,10-dicarboxylic acid